OC1=C(C=CC=C1)C(NC(=O)C=1C(NC(=CC1)C)=O)C1=CC=CC=C1 N-((2-hydroxyphenyl)(phenyl)methyl)-6-methyl-2-oxo-1,2-dihydropyridine-3-carboxamide